tert-butyl (2R,6S)-4-[8-[(8-cyano-2-methyl-imidazo[1,2-a]pyridin-6-yl)carbamoyl]cinnolin-5-yl]-2,6-dimethyl-piperazine-1-carboxylate C(#N)C=1C=2N(C=C(C1)NC(=O)C=1C=CC(=C3C=CN=NC13)N1C[C@H](N([C@H](C1)C)C(=O)OC(C)(C)C)C)C=C(N2)C